N-[4-chloro-6-(2,6-dimethylphenyl)pyrimidin-2-yl]-3-[(6R)-6-hydroxy-2-isobutyl-azepane-1-carbonyl]benzenesulfonamide ClC1=NC(=NC(=C1)C1=C(C=CC=C1C)C)NS(=O)(=O)C1=CC(=CC=C1)C(=O)N1C(CCC[C@H](C1)O)CC(C)C